methyl (2S,5r)-1-((S)-3-(((benzyloxy) carbonyl) amino)-2-((tert-butoxycarbonyl) amino) propionyl)-5-vinylpyrrolidine-2-carboxylate C(C1=CC=CC=C1)OC(=O)NC[C@@H](C(=O)N1[C@@H](CC[C@@H]1C=C)C(=O)OC)NC(=O)OC(C)(C)C